N-(2,6-dimethylphenyl)-D-alaninate CC1=C(C(=CC=C1)C)N[C@H](C)C(=O)[O-]